2'-(4-fluoro-3-(trifluoromethyl)benzyl)-1'-oxo-1',4'-dihydro-2'H-spiro[cyclopentane-1,3'-isoquinoline]-4'-carboxylic acid FC1=C(C=C(CN2C(C3=CC=CC=C3C(C23CCCC3)C(=O)O)=O)C=C1)C(F)(F)F